CN(CCNC(=NC(C)=O)NC1=NC2=CC=CC=C2C=N1)C N-(((2-(dimethylamino)ethyl)amino)(quinazolin-2-ylamino)methylene)acetamide